O[C@@H](C[N+](C)(C)C)CC([O-])=O (R)-carnitine